C1(CC1)CN1C(=CC=2C1=NC(=CC2)C=C)B2OC(CN(CC(O2)=O)C)=O 2-(1-(cyclopropylmethyl)-6-vinyl-1H-pyrrolo[2,3-b]pyridin-2-yl)-6-methyl-1,3,6,2-dioxazaborocane-4,8-dione